2-(((S)-1-(((S)-1-hydroxy-1,1-bis(4-(trifluoromethoxy)phenyl)propan-2-yl)amino)-1-oxopropan-2-yl)carbamoyl)-4-methoxypyridin-3-yl isobutyl carbonate C(OC=1C(=NC=CC1OC)C(N[C@H](C(=O)N[C@H](C(C1=CC=C(C=C1)OC(F)(F)F)(C1=CC=C(C=C1)OC(F)(F)F)O)C)C)=O)(OCC(C)C)=O